OCCNC(O[C@@H]1CC[C@H](CC1)C(N(C[C@@H]1CC[C@H](CC1)C1=CC(=C(C=C1)OC)C)C1=NC=CC(=C1)C1=CN=C(S1)C1CC1)=O)=O trans-4-((4-(2-Cyclopropyl thiazol-5-yl)pyridin-2-yl)((trans-4-(4-methoxy-3-methylphenyl)cyclohexyl)methyl)carbamoyl)cyclohexyl (2-hydroxyethyl)carbamate